4-(CYCLOPROPANESULFONAMIDO)PHENYLBORONIC ACID C1(CC1)S(=O)(=O)NC1=CC=C(C=C1)B(O)O